C(C1=CC=CC=C1)NC(=O)C=1C=CC=C2C(=C(N3C(C12)=NC=N3)C(=O)OC)OCC3=CC=CC=C3 methyl 10-(benzylcarbamoyl)-6-(benzyloxy)-[1,2,4]triazolo[5,1-a]isoquinoline-5-carboxylate